3-((4-ethylphenyl)sulfonyl)-6-methoxy-N-(4-methylpiperazin-1-yl)quinolin-4-amine C(C)C1=CC=C(C=C1)S(=O)(=O)C=1C=NC2=CC=C(C=C2C1NN1CCN(CC1)C)OC